OC(CON1C(CC(CC1(C)C)O)(C)C)(C)C 1-(2-Hydroxy-2-methylpropoxy)-4-hydroxy-2,2,6,6-tetramethylpiperidine